4'-(carboxyl)biphenyl-4-boronic acid C(=O)(O)C1=CC=C(C=C1)C1=CC=C(C=C1)B(O)O